CC(CCC1=CC=C(S1)C=1SC2=C(N1)C=C1C(N=C(S1)C=1SC(=CC1)CCC(CCCC(C)C)C)=C2)CCCC(C)C 2,6-bis[5-(3,7-dimethyloctyl)thiophene-2-yl]benzo[1,2-d:4,5-d']bisthiazole